C1(=CC=CC=C1)N1C(NC(CC1)=O)=O phenyl-dihydropyrimidine-2,4(1h,3h)-dione